((6-(6-(tert-butyl)-2-chloro-7H-pyrrolo[2,3-d]pyrimidin-7-yl)pyridin-2-yl)imino)dimethyl-λ6-sulfanone C(C)(C)(C)C1=CC2=C(N=C(N=C2)Cl)N1C1=CC=CC(=N1)N=S(=O)(C)C